2-(3-iodo-4-methoxyphenyl)furan-3-carboxylic acid IC=1C=C(C=CC1OC)C=1OC=CC1C(=O)O